[2-(3-ethylsulfonyl-6-pyrimidin-2-yl-2-pyridyl)-1,3-benzoxazol-5-yl]-oxo-(trifluoromethyl)-lambda6-sulfane C(C)S(=O)(=O)C=1C(=NC(=CC1)C1=NC=CC=N1)C=1OC2=C(N1)C=C(C=C2)[SH2](C(F)(F)F)=O